diisobutyl 2,3-pyrazinedicarboxylate N1=C(C(=NC=C1)C(=O)OCC(C)C)C(=O)OCC(C)C